ClC=1C=C(C=NC(C(=O)O)CC2=CC=C(C=C2)O)C=C(C1)OC(C1=CC=C(C=C1)C)=O 2-(3-chloro-5-(4-methylbenzoyl-oxy)benzylideneamino)-3-(4-hydroxy-phenyl)propanoic acid